1,2,3,4,5-pentachloro-6-fluorocyclohexane ClC1C(C(C(C(C1F)Cl)Cl)Cl)Cl